potassium 6,8-difluoro-2-methylimidazo[1,2-a]pyridine-3-carboxylate FC=1C=C(C=2N(C1)C(=C(N2)C)C(=O)[O-])F.[K+]